C1(CC1)CN1N=CC(=C1)C=1C(=CC(N(C1)C)=O)N1C=C(C=C1)C(=O)O 1-[5-[1-(cyclopropylmethyl)-1H-pyrazol-4-yl]-1,2-dihydro-1-methyl-2-oxo-4-pyridinyl]-1H-pyrrole-3-carboxylic acid